(R)-2-((1-(3-cyano-2-(1,3-dihydro-2H-pyrrolo[3,4-c]pyridin-2-yl)-7-methyl-4-oxo-4H-pyrido[1,2-a]pyrimidin-9-yl)ethyl)amino)benzoic acid C(#N)C1=C(N=C2N(C1=O)C=C(C=C2[C@@H](C)NC2=C(C(=O)O)C=CC=C2)C)N2CC=1C=NC=CC1C2